C1(=CC=CC=C1)/C=C/C(=O)OCC(C)C isobutyl (E)-3-phenyl-2-propenoate